Cl.S sulfane hydrochloride